C(Cl)[C@@H]1CO1 (S)-epichlorohydrin